C12CN(CC2C1)C1=C(C#N)C=C(C=C1)CO 2-{3-azabicyclo[3.1.0]hex-3-yl}-5-(hydroxymethyl)benzonitrile